C(C)(=O)N1CCC(CC1)C1=NN(C=2C=CC=C(C12)C1=C(C=C2C=NN(C2=C1)C)F)CC(=O)NCC(=O)NCC=1N=NNN1 2-{2-[3-(1-acetylpiperidin-4-yl)-5'-fluoro-1'-methyl-1H,1'H-[4,6'-biindazol]-1-yl]acetamido}-N-[(2H-1,2,3,4-tetrazol-5-yl)methyl]acetamide